COC(=O)C1=C(C=NC=C1)NC[C@@H]1CCOC2=C1C=CC(=C2)Br 3-({[(4R)-7-bromo-3,4-dihydro-2H-1-benzopyran-4-yl]methyl}amino)pyridine-4-carboxylic acid methyl ester